(S)-3-(3-fluoro-4-methoxyphenyl)-6-nitro-8-(pyridin-3-yl)-2-(pyrrolidin-2-yl)quinazolin-4(3H)-one FC=1C=C(C=CC1OC)N1C(=NC2=C(C=C(C=C2C1=O)[N+](=O)[O-])C=1C=NC=CC1)[C@H]1NCCC1